FC1=C(C=CC(=C1)F)[C@H](C)NC(C(CC)N1C(NC2=CC=CC=C2C1=O)=O)=O N-((S)-1-(2,4-difluorophenyl)ethyl)-2-(2,4-dioxo-1,4-dihydroquinazolin-3(2H)-yl)butanamide